ethyl-2-[[4-[(2-furylmethyl)amino]-6-(1-piperazinyl)-2-pyrimidinyl]amino]-4-methyl-5-thiazolecarboxylic acid trifluoroacetate FC(C(=O)O)(F)F.C(C)S1C(=NC(=C1C(=O)O)C)NC1=NC(=CC(=N1)NCC=1OC=CC1)N1CCNCC1